2-(3-amino-4,5-dimethoxyphenyl)hydrazine NC=1C=C(C=C(C1OC)OC)NN